ClC=1C=C(C=CC1)[C@@H](CO)N1C(C=C(C=C1)C=1C=C2C=NNC2=CC1)=O (S)-1-(1-(3-chlorophenyl)-2-hydroxyethyl)-4-(1H-indazol-5-yl)pyridin-2(1H)-one